NC(CCCCN)[3H] [1-3H]cadaverine